2-(((S)-1-(1H-1,2,4-triazol-1-yl)propan-2-yl)oxy)-4-(2-((3-(3-methoxy-3-methylbutoxy)-1-((1r,4r)-4-morpholinocyclohexyl)-1H-pyrazol-4-yl)amino)pyrimidin-5-yl)benzonitrile N1(N=CN=C1)C[C@H](C)OC1=C(C#N)C=CC(=C1)C=1C=NC(=NC1)NC=1C(=NN(C1)C1CCC(CC1)N1CCOCC1)OCCC(C)(C)OC